tert-butyl ((3R)-1-(1-(1-(4-(5-bromopyridin-3-yl)-1H-1,2,3-triazol-1-yl)ethyl)-2-oxo-1,2-dihydropyridin-4-yl) piperidin-3-yl)(cyclopropylmethyl)carbamate BrC=1C=C(C=NC1)C=1N=NN(C1)C(C)N1C(C=C(C=C1)N1C[C@@H](CCC1)N(C(OC(C)(C)C)=O)CC1CC1)=O